BrC=1C=C(C=CC1)C=1N(C=CN1)COCC[Si](C)(C)C 2-(3-bromophenyl)-1-((2-(trimethylsilyl)ethoxy)methyl)-1H-imidazole